C(C)(C)C1=CC=C(C2CC[C-](C2=C1C1=CC=CC=C1)C)C.[Li+] lithium 7-isopropyl-1,4-dimethyl-8-phenyldihydroazulenide